1,3,5-tris-(3',5'-di-tert-butyl-4'-hydroxybenzyl)isocyanuric acid C(C)(C)(C)C=1C=C(CN2C(=O)N(C(=O)N(C2=O)CC2=CC(=C(C(=C2)C(C)(C)C)O)C(C)(C)C)CC2=CC(=C(C(=C2)C(C)(C)C)O)C(C)(C)C)C=C(C1O)C(C)(C)C